tetrahydro-4-hydroxy-6-oxo-2H-pyran OC1CCOC(C1)=O